N-(3-(difluoromethyl)-1-(1-(1-(dimethylcarbamoyl)piperidin-4-yl)azetidin-3-yl)-1H-pyrazol-4-yl)-6-(1H-pyrazol-3-yl)-2-pyridineamide FC(C1=NN(C=C1NC(=O)C1=NC(=CC=C1)C1=NNC=C1)C1CN(C1)C1CCN(CC1)C(N(C)C)=O)F